NC(C1=CC=C(C=C1)C=1N(C=2C=CC=C(C2C1)NC1CCN(CC1)C)CC(F)(F)F)C1CCCCC1 2-(4-(amino(cyclohexyl)methyl)phenyl)-N-(1-methylpiperidin-4-yl)-1-(2,2,2-trifluoroethyl)-1H-indol-4-amine